(3-(((4-(2-((6-(1,2,3-thiadiazol-5-yl)-1H-indazol-4-yl)oxy)ethoxy)butyl)amino)methyl)-5-(trifluoromethoxy)phenyl)methanol S1N=NC=C1C1=CC(=C2C=NNC2=C1)OCCOCCCCNCC=1C=C(C=C(C1)OC(F)(F)F)CO